C(#N)C1=CC(=C(C=C1)NS(=O)(=O)C1=CNC(=C1)C1=CC=CC=2N(C=NC21)C)F N-(4-cyano-2-fluorophenyl)-5-(1-methylbenzimidazol-4-yl)-1H-pyrrole-3-sulfonamide